5-(5-(Benzylamino)-6-methylpyridin-3-yl)-1H-benzo[d]imidazol-2(3H)-one C(C1=CC=CC=C1)NC=1C=C(C=NC1C)C1=CC2=C(NC(N2)=O)C=C1